1-[3-[4-[3-[3-amino-6-(2-hydroxyphenyl)pyridazin-4-yl]-3,8-diazabicyclo[3.2.1]oct-8-yl]-2-pyridinyl]prop-2-ynyl]-6,6-dimethyl-azepan-4-ol NC=1N=NC(=CC1N1CC2CCC(C1)N2C2=CC(=NC=C2)C#CCN2CCC(CC(C2)(C)C)O)C2=C(C=CC=C2)O